5,5-dimethyl-2-pyrrolidone-N-oxide CC1(CCC([NH+]1[O-])=O)C